O=C1C2(CCC(C1)(CC2)C(=O)OC(C)(C)C)C(=O)OC 4-tert-butyl 1-methyl 2-oxobicyclo[2.2.2]octane-1,4-dicarboxylate